C(OC1=NN(C=C1C(=O)NCC(=O)OC([2H])([2H])[2H])C)([2H])([2H])[2H] Methyl-d3 (3-(methoxy-d3)-1-methyl-1H-pyrazole-4-carbonyl)glycinate